4-Chloro-5-(6-(((S*)-1-cyclopropylpropan-2-yl)amino)-4-(difluoromethoxy)pyridin-3-yl)-1-ethyl-N-(((1s,4R)-1-hydroxy-4-(methylsulfonyl)cyclohexyl)methyl)-1H-pyrazole-3-carboxamide ClC=1C(=NN(C1C=1C=NC(=CC1OC(F)F)N[C@H](CC1CC1)C)CC)C(=O)NCC1(CCC(CC1)S(=O)(=O)C)O |o1:17|